5-[2-chloro-4-(trifluoromethyl)phenoxy]-N-methylsulfonyl-2-nitrobenzamide ClC1=C(OC=2C=CC(=C(C(=O)NS(=O)(=O)C)C2)[N+](=O)[O-])C=CC(=C1)C(F)(F)F